4'-Vinylcytidin-5'-{N,N'-bis[(S)-1-(hexoxycarbonyl)ethyl] phosphordiamidat} C(CCCCC)OC(=O)[C@H](C)NP(=O)(N[C@@H](C)C(=O)OCCCCCC)OC[C@@]1([C@H]([C@H]([C@@H](O1)N1C(=O)N=C(N)C=C1)O)O)C=C